BrCCOC=1C=C(OC[C@H]2CN(CC2)C(=O)OC(C)(C)C)C=CC1 tert-Butyl (3R)-3-[[3-(2-bromoethoxy)phenoxy]methyl]pyrrolidine-1-carboxylate